ClC=1C=C(C(=O)N2CCN(CC2)C(=O)C2=CC(=C(C=C2)O[C@@H]2CNCC2)C2CCCCC2)C=C(C1)N1CCNCC1 (S)-(4-(3-chloro-5-(piperazin-1-yl)benzoyl)piperazin-1-yl)(3-cyclohexyl-4-(pyrrolidin-3-yloxy)phenyl)methanone